2,2-diethyl-4-oxo-3,4-dihydro-2H-1-benzopyran-6-carbonitrile C(C)C1(OC2=C(C(C1)=O)C=C(C=C2)C#N)CC